6-((3',5'-difluoro-[1,1'-biphenyl]-3-yl)methyl)-N,N-dimethyl-7-(methylsulfonamido)-5-azaspiro[2.4]heptane-5-carboxamide FC=1C=C(C=C(C1)F)C1=CC(=CC=C1)CC1N(CC2(CC2)C1NS(=O)(=O)C)C(=O)N(C)C